O=S1(CC(C1)C1CCN(CC1)C1=C(C=C(C=C1)N1C(O[C@H](C1)CNC(=O)C=1OC=CC1)=O)F)=O (S)-N-((3-(4-(4-(1,1-dioxidothietan-3-yl)piperidin-1-yl)-3-fluorophenyl)-2-oxooxazolidin-5-yl)methyl)furan-2-carboxamide